N[C@@H](CCC(=O)O)C(=O)C(C#N)CN glutamyl-β-aminopropionitrile